7-Bromo-3-(2-(2,2,2-trifluoroethoxy)pyrimidin-4-yl)-1H-indole BrC=1C=CC=C2C(=CNC12)C1=NC(=NC=C1)OCC(F)(F)F